3-(3-(1,1-dioxido-1,2-thiazetidin-2-yl)-2-fluorobenzyl)-7-((3-fluoropyridin-2-yl)oxy)-4-methyl-2H-chromen-2-one O=S1(N(CC1)C=1C(=C(CC=2C(OC3=CC(=CC=C3C2C)OC2=NC=CC=C2F)=O)C=CC1)F)=O